BrC1=C(OCC(=O)OC)C(=CC=C1)NC1C(N(C(CC1)=O)CC1=CC=C(C=C1)OC)=O methyl 2-[2-bromo-6-[[1-[(4-methoxyphenyl)methyl]-2,6-dioxo-3-piperidyl]amino]phenoxy]acetate